N1=CC=CC2=CC(=CC=C12)CC(=O)O 2-(6-quinolinyl)acetic acid